O.O.CC=1C=C(C=C(C1N)C)C1=CC(=C(N)C(=C1)C)C 3,3',5,5'-tetramethylbenzidine dihydrate